3-(5-((6-(2,3-dichlorophenyl)-3,6-diazabicyclo[3.1.1]heptan-3-yl)methyl)-1-oxoisoindolin-2-yl)piperidine-2,6-dione ClC1=C(C=CC=C1Cl)N1C2CN(CC1C2)CC=2C=C1CN(C(C1=CC2)=O)C2C(NC(CC2)=O)=O